BrC1=CC=C2C(N(C(C2=C1)=O)C)(C)C 6-bromo-2,3,3-trimethylisoindol-1-one